6-amino-N-[2-(4-amino-3-methoxy-3-methylpyrrolidin-1-yl)-3-fluoro-5,6,7,8-tetrahydroquinolin-6-yl]-2-methylthieno[2,3-d][1,3]thiazole-5-carboxamide NC1=C(SC=2N=C(SC21)C)C(=O)NC2CC=1C=C(C(=NC1CC2)N2CC(C(C2)N)(C)OC)F